N-(4-((4-(2-(3-chloro-4-(3-chloropropoxy)-5-cyanophenyl)propan-2-yl)phenoxy)methyl)pyrimidin-2-yl)methanesulfonamide ClC=1C=C(C=C(C1OCCCCl)C#N)C(C)(C)C1=CC=C(OCC2=NC(=NC=C2)NS(=O)(=O)C)C=C1